Cl.NCCC1=CC=C(C=O)C=C1 4-(2-aminoethyl)benzaldehyde hydrochloride